(2-(trifluoromethyl)benzyl)benzamide FC(C1=C(CC2=C(C(=O)N)C=CC=C2)C=CC=C1)(F)F